N-({2-[5-chloro-2-(2H-1,2,3-triazol-2-yl)benzoyl]-4-methyl-2-azabicyclo[3.1.1]hept-3-yl}methyl)-[1,3]thiazolo[5,4-b]pyridin-2-amine ClC=1C=CC(=C(C(=O)N2C3CC(C(C2CNC=2SC4=NC=CC=C4N2)C)C3)C1)N1N=CC=N1